(2S,3R)-tert-butyl 2-(benzyloxycarbonylamino)-3-(piperidin-1-ylmethyl)hex-5-enoate C(C1=CC=CC=C1)OC(=O)N[C@H](C(=O)OC(C)(C)C)[C@H](CC=C)CN1CCCCC1